3'-((6-((1-acryloylpiperidin-4-yl)amino)-7-methoxyquinazolin-4-yl)amino)-4'-methoxy-[1,1'-Biphenyl]-3-carbaldehyde C(C=C)(=O)N1CCC(CC1)NC=1C=C2C(=NC=NC2=CC1OC)NC=1C=C(C=CC1OC)C1=CC(=CC=C1)C=O